6-benzyl-3-{2-[(2-methylpyrimidin-4-yl)amino]pyridin-4-yl}-7,8-dihydro-1,6-naphthyridin C(C1=CC=CC=C1)N1CC=2C=C(C=NC2CC1)C1=CC(=NC=C1)NC1=NC(=NC=C1)C